14-bromo-4,6,8,10,12-pentamethylpentadecyl pentyloxymethyl ether C(CCCC)OCOCCCC(CC(CC(CC(CC(CC(C)Br)C)C)C)C)C